2-[6-[[5-(trifluoromethyl)-1,2,4-thiadiazol-3-yl]methyl]-2-azaspiro[3.3]heptane-2-carbonyl]-2,5-diazaspiro[3.4]octan-6-one FC(C1=NC(=NS1)CC1CC2(CN(C2)C(=O)N2CC3(C2)NC(CC3)=O)C1)(F)F